ClC1=C(C(=C(C=C1OC)OC)Cl)C1=CC2=C(N=C(N=C2)N[C@H]2[C@H](COC2)NC(C=C)=O)C(=N1)NCCN(C)C N-((3R,4S)-4-((6-(2,6-dichloro-3,5-di-methoxyphenyl)-8-((2-(dimethylamino)ethyl)amino)pyrido[3,4-d]pyrimidin-2-yl)amino)tetrahydrofuran-3-yl)acrylamide